CC1=CC(=NO1)NC(N)=O N'-(5-methylisoxazol-3-yl)urea